C(C)(C)[C@H]1C(C2C=CC1C2)CC(=O)N ((3R)-3-isopropylbicyclo[2.2.1]hept-5-en-2-yl)acetamide